31-(2-((2-(((9H-fluoren-9-yl)methoxy)carbonyl)-1,2-dimethylhydrazinyl)methyl)-1H-indol-1-yl)-2,3-dimethyl-4,26,29-trioxo-7,10,13,16,19,22-hexaoxa-3,25,28-triazahentriacontan-1-oate C1=CC=CC=2C3=CC=CC=C3C(C12)COC(=O)N(N(C)CC=1N(C2=CC=CC=C2C1)CCC(NCC(NCCOCCOCCOCCOCCOCCOCCC(N(C(C(=O)[O-])C)C)=O)=O)=O)C